5-bromo-4,6-difluoro-1H-indole BrC=1C(=C2C=CNC2=CC1F)F